6-bromo-4-((2S,5R)-2,5-dimethyl-4-(prop-2-yn-1-yl)piperazine-yl)-1-methyl-2-oxo-1,2-dihydroquinoline-3-carbonitrile BrC=1C=C2C(=C(C(N(C2=CC1)C)=O)C#N)N1[C@H](CN([C@@H](C1)C)CC#C)C